iron-antimony [Sb].[Fe]